(S)-1,1,1-trifluoropropan-2-yl (S)-6-diazo-2-((R)-2-methoxypropanamido)-5-oxohexanoate [N+](=[N-])=CC(CC[C@@H](C(=O)O[C@H](C(F)(F)F)C)NC([C@@H](C)OC)=O)=O